4-Bromo-N-methyl-pyridin-2-amine BrC1=CC(=NC=C1)NC